[(3S)-fluorotetrahydropyran-3-yl]methanamine hydrochloride Cl.FC1OCCC[C@H]1CN